nonyl 8-((6-((4,4-bis(((Z)-non-6-en-1-yl)oxy)butanoyl)oxy)hexyl)(2-hydroxyethyl)amino)octanoate C(CCCC\C=C/CC)OC(CCC(=O)OCCCCCCN(CCCCCCCC(=O)OCCCCCCCCC)CCO)OCCCCC\C=C/CC